[Si](C)(C)(C(C)(C)C)OC1CCC(CC1)C1=CC=C2C(=NC=NN21)N 7-(4-{[tert-butyl(dimethyl)silyl]oxy}cyclohexyl)pyrrolo[2,1-f][1,2,4]triazin-4-amine